FC(C)(F)C=1C=C(C=CC1)C=1C=C2C(=NC1)C=NN2 6-[3-(1,1-Difluoroethyl)phenyl]pyrazolo[4,3-b]pyridin